FC=1C(=C(C=C2CCN(CC12)C1=NC=CC=C1)O)N1CC(NS1(=O)=O)=O 5-[8-fluoro-6-hydroxy-2-(pyridin-2-yl)-1,2,3,4-tetrahydroisoquinolin-7-yl]-1λ6,2,5-thiadiazolidine-1,1,3-trione